tert-butyl (4-cyano-2-hydroxybenzyl)carbamate C(#N)C1=CC(=C(CNC(OC(C)(C)C)=O)C=C1)O